Benzyl 4-(5-((4-(3-aminophenyl)pyrimidin-2-yl)amino)thiazol-2-yl)-3,6-dihydropyridine-1(2H)-carboxylate NC=1C=C(C=CC1)C1=NC(=NC=C1)NC1=CN=C(S1)C=1CCN(CC1)C(=O)OCC1=CC=CC=C1